TETRAFLUOROETHYlENE OXIDE FC1(C(F)(F)O1)F